5-(3,3-difluoro-4-(pyrrolidin-1-yl)piperidin-1-yl)-2-methylbenzoic acid methyl ester COC(C1=C(C=CC(=C1)N1CC(C(CC1)N1CCCC1)(F)F)C)=O